[Co].BrC=1C=C(C(=NC1C=1OC=C(N1)C1=CC=CC=C1)C=1OC=C(N1)C1=CC=CC=C1)Br dibromo[2,6-bis[4-(R)-phenyl-2-oxazolyl]pyridine] cobalt